ClC=1C=CC2=C(CC(CC=3N2C(=NN3)N3CCC2(CC3)OCC3=C2C=CC=C3)OC)C1 8-chloro-5-methoxy-1-(1'H,3H-spiro[2-benzofuran-1,4'-piperidin]-1'-yl)-5,6-dihydro-4H-[1,2,4]triazolo[4,3-a][1]benzazepine